C(=O)([O-])OC(=O)OC(=O)[O-].[NH4+].[U+2](=O)=O.C(C)C1=CC(=CC=C1)CC m-diethyl-Benzene uranyl ammonium tricarbonate